O=C1NC(CCC1N1C(C2=CC=C(C=C2C1)C1CCN(CC1)CC=1C=C(C=CC1)S(=O)(=O)N(C)C)=O)=O 3-((4-(2-(2,6-dioxopiperidin-3-yl)-1-oxoisoindolin-5-yl)piperidin-1-yl)methyl)-N,N-dimethylbenzene-sulfonamide